cis-4-fluoro-5-((5-(3-((4-(1-methylcyclopropyl)-4H-1,2,4-triazol-3-yl)oxy)cyclopentyl)-1H-pyrazol-3-yl)amino)-2,3-dihydrobenzo[d]isothiazole 1,1-dioxide FC1=C(C=CC2=C1CNS2(=O)=O)NC2=NNC(=C2)[C@@H]2C[C@@H](CC2)OC2=NN=CN2C2(CC2)C